6-chloro-N-(2-pyridylmethyl)-3-sec-butyl-[1,2,4]triazolo[4,3-b]pyridazin-8-amine ClC=1C=C(C=2N(N1)C(=NN2)C(C)CC)NCC2=NC=CC=C2